4-(((5-(3-Chlorophenyl)oxazol-2-yl)methyl)amino)-2-(2,6-Dioxopiperidin-3-yl)isoindolin-1,3-dione ClC=1C=C(C=CC1)C1=CN=C(O1)CNC1=C2C(N(C(C2=CC=C1)=O)C1C(NC(CC1)=O)=O)=O